FC1=C(C=C(C=C1)F)[C@H]1N(CC[C@H](C1)NC(C)C)C(=O)N1CC2(CCCC2)[C@@H](CC1)CN1C=NC(=CC1=O)C1=CC=CC=C1 3-(((R)-7-((2S,4R)-2-(2,5-difluorophenyl)-4-(isopropylamino)piperidine-1-carbonyl)-7-azaspiro[4.5]dec-10-yl)methyl)-6-phenylpyrimidin-4(3H)-one